ClC1=C2C(=NC=C1C#N)C1=C(C=NC(=C1)C=O)N2CC(F)(F)F 4-chloro-8-formyl-5-(2,2,2-trifluoroethyl)-5H-pyrrolo[3,2-b:5,4-c']dipyridine-3-carbonitrile